FC(C=1C=C(C=C(C1)[N+](=O)[O-])[C@@H](C)NC1=NC(=NC2=C3C(=C(C=C12)N1CC2(COC2)C1)CCC3)C)F |r| (R/S)-N-(1-(3-(difluoromethyl)-5-nitrophenyl)ethyl)-2-methyl-6-(2-oxa-6-azaspiro[3.3]heptan-6-yl)-8,9-dihydro-7H-cyclopenta[H]quinazolin-4-amine